4-(tert-butoxycarbonyl)-9-chloro-3,5-dihydro-2H-1,4-benzoxazepin-7-ylboronic acid C(C)(C)(C)OC(=O)N1CCOC2=C(C1)C=C(C=C2Cl)B(O)O